BrC=1C(=NN2C1CN(CC2)C(=O)C=2C=NC=CC2)C2=CC=C(C=C2)F (3-bromo-2-(4-fluorophenyl)-6,7-dihydropyrazolo[1,5-a]pyrazin-5(4H)-yl)(pyridin-3-yl)methanone